CC1(C(C(=C[C@]2(CCN(C2)C(=O)C2=CC=C(C=C2)N2N=CC=C2)C1)C#N)=O)C (5R)-9,9-dimethyl-8-oxo-2-[4-(1H-pyrazol-1-yl)benzene-1-carbonyl]-2-azaspiro[4.5]dec-6-ene-7-carbonitrile